BrC=1C(=NC=C(N1)C1=CC=CC=C1)N 3-bromo-5-phenylpyrazin-2-amine